2-((S)-2-((S)-2-(6-(2,5-dioxo-2,5-dihydro-1H-pyrrol-1-yl)hexanamido)-3-methylbutanamido)propanamido)benzoic acid O=C1N(C(C=C1)=O)CCCCCC(=O)N[C@H](C(=O)N[C@H](C(=O)NC1=C(C(=O)O)C=CC=C1)C)C(C)C